Ethyl-2-bromo-3-methylpyrazolo[1,5-a]pyrimidine-6-carboxylate C(C)OC(=O)C=1C=NC=2N(C1)N=C(C2C)Br